2-bromobenzylcarbonate BrC1=C(COC([O-])=O)C=CC=C1